CC1=C2C[C@@H](CN(C2=CC=C1)C(=O)C1=C(C=CC(=C1)N1N=C(N=C1)C(C)C)OC)C(F)(F)F [(3S)-3,4-dihydro-5-methyl-3-(trifluoromethyl)-1(2H)-quinolinyl][2-methoxy-5-[3-(1-methylethyl)-1H-1,2,4-triazol-1-yl]phenyl]methanone